1-hydroxy-6,6,9-trimethyl-3-pentyl-N-(pyridin-3-ylmethyl)-6H-benzo[c]chromene-2-carboxamide OC1=C2C3=C(C(OC2=CC(=C1C(=O)NCC=1C=NC=CC1)CCCCC)(C)C)C=CC(=C3)C